(S)-N-[7-chloro-6-[4-((3R,4R)-4-fluoro-3-methyl-tetrahydrofuran-3-yl)piperazin-1-yl]-3-isoquinolyl]-2-tetrahydropyran-4-yl-cyclopropanecarboxamide ClC1=C(C=C2C=C(N=CC2=C1)NC(=O)[C@@H]1C(C1)C1CCOCC1)N1CCN(CC1)[C@@]1(COC[C@@H]1F)C